C(C=C)(=O)O.C1(=CC=CC=C1)\C=C\C(=O)C1=CC=CC=C1 chalcone acrylate